ClC1=NN(C(=C1[N+](=O)[O-])C)C1CCNCC1 4-(3-chloro-5-methyl-4-nitro-1H-pyrazol-1-yl)piperidine